5-fluoro-2'-deoxyuridine triphosphate P(O)(=O)(OP(=O)(O)OP(=O)(O)O)OC[C@@H]1[C@H](C[C@@H](O1)N1C(=O)NC(=O)C(=C1)F)O